6-(difluoromethyl)nicotinamide FC(C1=NC=C(C(=O)N)C=C1)F